C(CCC)(=O)C1=NC=C(C(=N1)C)C=1C(N(C2=CC(=NC=C2C1)Cl)C)=O 3-(2-butyryl-4-methylpyrimidin-5-yl)-7-chloro-1-methyl-1,6-naphthyridin-2(1H)-one